5-cyano-2-(2-cyanoisoindolin-4-yl)-3-fluorobenzamide C(#N)C=1C=C(C(=C(C(=O)N)C1)C1=C2CN(CC2=CC=C1)C#N)F